OC1=C(C=2N(C(=C1)CCC1=CC=CC=C1)N=CN2)C(=O)O 7-hydroxy-5-(2-phenylethyl)-[1,2,4]triazolo[1,5-a]pyridine-8-carboxylic acid